(2-bromo-4-pyridyl)boronic acid BrC1=NC=CC(=C1)B(O)O